C(=O)C1=CC=C(C=C1)C1=CC2=CC3=CC=C(C=C3C=C2C=C1)C1=CC=C(C=C1)C=O 2,6-di(p-formylphenyl)anthracene